OC=1C(=C(CNC2=CC(=CC3=CC=CC=C23)C(=O)[O-])C=CC1)C 4-(3-hydroxy-2-methylbenzylamino)-naphthalene-2-carboxylate